N-(3-cyano-4-methyl-1H-indol-7-yl)-1-(cyclopropylmethyl)pyrazole-4-sulfonamide C(#N)C1=CNC2=C(C=CC(=C12)C)NS(=O)(=O)C=1C=NN(C1)CC1CC1